(2,7-di-tert-butyl-fluorenyl)zirconium dichloride [Cl-].[Cl-].C(C)(C)(C)C1=C(C=2CC3=CC(=CC=C3C2C=C1)C(C)(C)C)[Zr+2]